tert-butyl (2-formyl-3-((2-(1-isopropyl-1H-pyrazol-5-yl)pyridin-3-yl)methoxy)phenyl)carbamate C(=O)C1=C(C=CC=C1OCC=1C(=NC=CC1)C1=CC=NN1C(C)C)NC(OC(C)(C)C)=O